1-(4-(tert-butyl)benzyl)piperazine hydrochloride Cl.C(C)(C)(C)C1=CC=C(CN2CCNCC2)C=C1